2-(4-(2-(4-((1r,3r)-3-((tert-butoxycarbonyl)amino)cyclobutyloxy)phenyl)propan-2-yl)phenoxy)oxazol-4-carboxylic acid C(C)(C)(C)OC(=O)NC1CC(C1)OC1=CC=C(C=C1)C(C)(C)C1=CC=C(OC=2OC=C(N2)C(=O)O)C=C1